(R)-N-(5-chloro-6-(difluoromethoxy)-2-methylpyridin-3-yl)-N'-(4-(1-methoxyethyl)-6-methyl-1,5-naphthyridin-3-yl)urea ClC=1C=C(C(=NC1OC(F)F)C)NC(=O)NC=1C=NC2=CC=C(N=C2C1[C@@H](C)OC)C